CC1=NC(=CC(=C1)C=1C=CC=2N(C1)N=NC2C(=O)NC=2C(=NC=C(C2)NC(CN2[C@H](CCC2)C)=O)C)C 6-(2,6-dimethyl-4-pyridyl)-N-[2-methyl-5-[[2-[(2S)-2-methylpyrrolidin-1-yl]acetyl]amino]-3-pyridyl]triazolo[1,5-a]pyridine-3-carboxamide